BrC1=NC(=C(C(=N1)Cl)OC[C@@H](COC)NC(OC(C)(C)C)=O)NCCC1=CNC2=CC=CC=C12 tert-butyl N-[(1R)-1-[[2-bromo-4-chloro-6-(2-(1H-indol-3-yl)ethylamino)pyrimidin-5-yl]oxy methyl]-2-methoxy-ethyl]carbamate